COC1=CC=C2CCC(C(C2=C1)(C)C)=O 7-Methoxy-1,1-dimethyl-3,4-dihydronaphthalene-2(1H)-one